CS(=O)(=O)OC(C(=O)N)C1=CC(=CC=C1)OCCN(C)C 2-amino-1-(3-(2-(dimethylamino) ethoxy) phenyl)-2-oxoethyl methanesulfonate